NC1=C(C(=O)NC23CCC(CC2)(CC3)O)C=C(C=N1)C1=CC=C(C=C1)[C@]13CN(C[C@@H]3C1)C1CCC(CC1)(F)F 2-amino-5-(4-((1S,5R)-3-(4,4-difluorocyclohexyl)-3-azabicyclo[3.1.0]Hex-1-yl)phenyl)-N-(4-hydroxybicyclo[2.2.2]Oct-1-yl)nicotinamide